CC(=O)OC1CC(=O)N1 4-acetoxyazetidinone